FC(C(C(C(C(C(F)(F)F)(F)F)(F)F)(F)F)(F)F)(CCC(=O)Cl)F 3-(perfluorohexyl)propionyl chloride